(2,2,2-trifluoroethyl) (3,5-difluorophenyl) sulfide FC=1C=C(C=C(C1)F)SCC(F)(F)F